2-fluoro-4-{[2-(trifluoromethyl)phenyl]methoxy}benzaldehyde FC1=C(C=O)C=CC(=C1)OCC1=C(C=CC=C1)C(F)(F)F